N-[3-chloro-4-[4-(pyrrolidine-2-carbonyl)piperazine-1-carbonyl]phenyl]-5-[2,3-difluoro-4-(3-methyl-1H-pyrazol-4-yl)phenyl]-1-methyl-imidazole-2-carboxamide ClC=1C=C(C=CC1C(=O)N1CCN(CC1)C(=O)C1NCCC1)NC(=O)C=1N(C(=CN1)C1=C(C(=C(C=C1)C=1C(=NNC1)C)F)F)C